CC1(C2C3C4C=CC(C3C(C1)C2)C4)C(=O)OCC(F)(F)F 4-methyl-4-(2,2,2-trifluoroethoxycarbonyl)tetracyclo[6.2.1.13,6.02,7]Dodec-9-ene